Cl.BrC=1C=2N(C=C(C1)F)C=CN2 8-bromo-6-fluoroimidazo[1,2-a]pyridine HCl